(2R)-4-{8-chloro-1-iodoimidazo[1,5-a]pyrazin-3-yl}-2-(methoxymethyl)pyrrolidine-1-carboxylic acid tert-butyl ester C(C)(C)(C)OC(=O)N1[C@H](CC(C1)C1=NC(=C2N1C=CN=C2Cl)I)COC